7-bromo-4-methyl-1,2-diphenylnaphthalene BrC1=CC=C2C(=CC(=C(C2=C1)C1=CC=CC=C1)C1=CC=CC=C1)C